ClC1=CC=C(C(=N1)C(=O)O)N[C@H](C)C=1C=C(C=C2C=C3C(=NC12)N1[C@H](CO3)COCC1)F 6-chloro-3-(((R)-1-((S)-9-fluoro-1,2,4a,5-tetrahydro-4H-[1,4]oxazino[4',3':4,5][1,4]oxazino[3,2-b]quinolin-11-yl)ethyl)amino)picolinic acid